methyl (R)-2-fluoropropanoate F[C@@H](C(=O)OC)C